CC1=CC=2N(C=C1C1CCN(CC1)S(=O)(=O)C1=C(C=CC=C1)C1=CC=NO1)N=CN2 5-(2-((4-(7-methyl-[1,2,4]triazolo[1,5-a]pyridin-6-yl)piperidin-1-yl)sulfonyl)phenyl)isoxazole